C(C)C1=C(C=CC(=C1)N1CCN(CC1)C)NC1=NC=C(C(=C1)NCCCN(C(=O)C1CCC1)C)C(F)(F)F N-(3-((2-((2-ethyl-4-(4-methylpiperazin-1-yl)phenyl)amino)-5-(trifluoromethyl)pyridin-4-yl)amino)propyl)-N-methylcyclobutanecarboxamide